COC1=CC=C(C=C1)C=1C=C2C=CC=CN2C1 2-(4-methoxyphenyl)indolizine